C1(CCC1)CN[C@H]1CN(CCC1)C1=CC=C(CN2N=NC(=C2)C=2N=C3N(C(C2)=O)C=CC=C3)C=C1 (R)-2-(1-(4-(3-((cyclobutylmethyl)amino)piperidin-1-yl)benzyl)-1H-1,2,3-triazol-4-yl)-4H-pyrido[1,2-a]pyrimidin-4-one